6-chloro-7-(cyclopropyloxy)-N-[5-(2-fluoroethoxy)-4-methoxy-pyrimidin-2-yl]-1H-indole-3-sulfonamide ClC1=CC=C2C(=CNC2=C1OC1CC1)S(=O)(=O)NC1=NC=C(C(=N1)OC)OCCF